CC=1C=NNC1CNC(=O)C=1C=NC2=C(C=CC=C2C1)C1=CCC(CC1)C(F)(F)F N-((4-methyl-1H-pyrazol-5-yl)methyl)-8-(4-(trifluoromethyl)cyclohex-1-en-1-yl)quinoline-3-carboxamide